(2r,7as)-2-fluorohexane F[C@H](C)CCCC